C1CC(C12CCCC2)NC(=O)C=2N=C(C=C1C2NN=C1)NC=1SC=CN1 N-spiro[3.4]octan-3-yl-5-(thiazol-2-ylamino)-1H-pyrazolo[3,4-c]pyridine-7-carboxamide